3-ethynyl-5-nitropyridin-4-amine C(#C)C=1C=NC=C(C1N)[N+](=O)[O-]